6-[(2-cyanoethyl)amino]-4-[4-fluoro-2-(4-methyl-1,2,4-triazol-3-yl)phenyl]-N-methoxy-N-methylpyridine-2-carboxamide C(#N)CCNC1=CC(=CC(=N1)C(=O)N(C)OC)C1=C(C=C(C=C1)F)C1=NN=CN1C